S1=2C3=NNN=C3NC2C=C(C1)C(=O)N 1-thia-3,4,5,7-tetraazatricyclo[6.3.0.02,6]undeca-1(8),2,5,9-tetraene-10-carboxamide